NC1=C(C=C(C=N1)C1=NN2C(=C1)[C@@]1(CN(CC1)C(=O)NC(C)(C)C1=CN=NN1C)OCC2)C(F)(F)F |r| (rac)-2-[6-amino-5-(trifluoromethyl)pyridin-3-yl]-N-[2-(1-methyl-1H-1,2,3-triazol-5-yl)propan-2-yl]-6,7-dihydrospiro[pyrazolo[5,1-c][1,4]oxazine-4,3'-pyrrolidine]-1'-carboxamide